N1N=CC(=C1)C=1C2=C(C(=NC1)NCC=1C=C(C(=O)NCCC3CCN(CC3)C)C=CC1)CCO2 3-(((7-(1H-Pyrazol-4-yl)-2,3-dihydrofuro[3,2-c]pyridin-4-yl)amino)methyl)-N-(2-(1-methylpiperidin-4-yl)ethyl)benzamid